ethoxybisphenol a dimethacrylate C(C(=C)C)(=O)O.C(C(=C)C)(=O)O.C(C)OC1=C(O)C=CC(=C1)C(C)(C)C1=CC=C(C=C1)O